Cl.FC=1C2=CN(N=C2C=CC1N)C 4-fluoro-2-methyl-2H-indazol-5-amine HCl salt